COC=1C2=C(N=C(N1)C#N)CN(C2)C(CC2CN(C2)C2=CC(=NC=C2)C(F)(F)F)=O 4-Methoxy-6-(2-(1-(2-(trifluoromethyl)pyridin-4-yl)azetidin-3-yl)acetyl)-6,7-dihydro-5H-pyrrolo[3,4-d]pyrimidine-2-carbonitrile